C(C)(C)(C)OC(=O)N1CCN(CC1)C=1C=C2C(=CN1)N(C(=C2C(C)C)C=2C=C(C=1N(C2)N=CN1)OC)C(=O)OC(C)(C)C tert-butyl 5-(4-(tert-butoxycarbonyl) piperazin-1-yl)-3-isopropyl-2-(8-methoxy-[1,2,4]triazolo[1,5-a]pyridin-6-yl)-1H-pyrrolo[2,3-c]pyridine-1-carboxylate